1-(5-(4-amino-1-cyclopropyl-1H-pyrazolo[4,3-c]pyridin-3-yl)imidazo[1,2-a]pyridin-8-yl)-3-(4-((4-methylpiperazin-1-yl)methyl)-3-(trifluorometh-yl)phenyl)urea NC1=NC=CC2=C1C(=NN2C2CC2)C2=CC=C(C=1N2C=CN1)NC(=O)NC1=CC(=C(C=C1)CN1CCN(CC1)C)C(F)(F)F